CN1CC2C3CN(CCC3NN2CC12CC2)C(=O)C=2NC1=CC=CC(=C1C2)C 4'-methyl-12'-(4-methyl-1H-indole-2-carbonyl)-4',7',8',12'-tetraazaspiro[cyclopropane-1,5'-tricyclo[7.4.0.02,7]tridecane]